N,N-bis(4-methoxybenzyl)-1-methyl-2-oxo-1,2-dihydropyridine-3-sulfonamide COC1=CC=C(CN(S(=O)(=O)C=2C(N(C=CC2)C)=O)CC2=CC=C(C=C2)OC)C=C1